trans-4-fluoro-1-((4-((S)-3-(5-methylfuran-3-yl)isoxazolidine-2-carbonyl)cyclohexyl)methyl)-1H-indazole-6-carbonitrile FC1=C2C=NN(C2=CC(=C1)C#N)C[C@@H]1CC[C@H](CC1)C(=O)N1OCC[C@H]1C1=COC(=C1)C